CC1=CC(=NN1)C(C)=O 1-(5-methyl-1H-pyrazol-3-yl)ethanone